CN1C(C=CC(=C1)O)CN(CC#C)CC1=CC=C(C=C1)C 1-methyl-2-((4-methylbenzyl-(propargyl)amino)methyl)-5-hydroxypyridin